6-fluoro-N-[1-(fluoromethyl)cyclopropyl]-3-(5-methyl-1,3,4-oxadiazol-2-yl)-2-oxo-1H-benzoimidazole-5-sulfonamide FC=1C(=CC2=C(NC(N2C=2OC(=NN2)C)=O)C1)S(=O)(=O)NC1(CC1)CF